4-bromo-6-(dimethylamino)-2H-phthalazin-1-one BrC1=NNC(C2=CC=C(C=C12)N(C)C)=O